tert-butyl (6-((2-methyl-4-(1,4-oxazepan-4-yl)phenyl)amino)spiro[3.3]heptan-2-yl)carbamate CC1=C(C=CC(=C1)N1CCOCCC1)NC1CC2(CC(C2)NC(OC(C)(C)C)=O)C1